N-(octahydrocyclopenta[c]pyrrol-4-yl)propanamide C1NCC2C1CCC2NC(CC)=O